C1(=CC=CC=C1)C(CC(=O)O)C 3-phenylbutanoic acid